tri-azoline N1=NNCC1